CN1N=CC(=C1)C1=C2C(=NC=C1)N(N=C2C2CN(C2)C(=O)OC(C)(C)C)C2=CC=C(C=C2)OC(F)(F)F tert-butyl 3-(4-(1-methyl-1H-pyrazol-4-yl)-1-(4-(trifluoromethoxy)phenyl)-1H-pyrazolo[3,4-b]pyridin-3-yl)azetidine-1-carboxylate